4-Ethyl-3-(methoxy(methyl)carbamoyl)piperidine-1-carboxylic acid tert-butyl ester C(C)(C)(C)OC(=O)N1CC(C(CC1)CC)C(N(C)OC)=O